NC=1C=C2C(=CC(N(C2=CC1)C)=O)NC(C)(CC)C1=NC=CC=N1 6-amino-1-methyl-4-((2-(pyrimidin-2-yl)butan-2-yl)amino)quinolin-2(1H)-one